FC=1C=CC=C2C(=NNC12)C(=O)NC=1C(=NNC1)C 7-fluoro-N-(3-methyl-1H-pyrazol-4-yl)-1H-indazole-3-carboxamide